2-(2-chloro-5-(2-hydroxypropan-2-yl)-8-oxothieno[2',3':4,5]pyrrolo[1,2-d][1,2,4]triazin-7(8H)-yl)-N-(1H-indazol-6-yl)acetamide ClC1=CC2=C(C=C3N2C(=NN(C3=O)CC(=O)NC3=CC=C2C=NNC2=C3)C(C)(C)O)S1